2-({8-methoxy-7-[3-(pyrrolidin-1-yl)propoxy]-1H,2H,3H-cyclopenta[c]quinolin-4-yl}amino)-2-methylpropanoic acid COC1=CC=2C3=C(C(=NC2C=C1OCCCN1CCCC1)NC(C(=O)O)(C)C)CCC3